4-((1-(difluoromethyl)-1H-benzo[d][1,2,3]triazol-5-yl)-oxy)-3-methylaniline FC(N1N=NC2=C1C=CC(=C2)OC2=C(C=C(N)C=C2)C)F